3-bromo-5-cyclopropyl-pyridine BrC=1C=NC=C(C1)C1CC1